2-(4-(3-((5-cyano-4-(4-fluorophenyl)thiazol-2-yl)(methyl)amino)-2-ethylimidazo[1,2-a]pyridin-6-yl)piperidin-1-yl)-N,N-dimethylacetamide C(#N)C1=C(N=C(S1)N(C1=C(N=C2N1C=C(C=C2)C2CCN(CC2)CC(=O)N(C)C)CC)C)C2=CC=C(C=C2)F